(±)-cis-N-(8-amino-6-(4-methylpyridin-3-yl)-2,7-naphthyridin-3-yl)-2-fluorocyclopropaneCarboxamide NC=1N=C(C=C2C=C(N=CC12)NC(=O)[C@H]1[C@H](C1)F)C=1C=NC=CC1C |r|